C(#N)C[N+](CCO)(C)C N-(cyanomethyl)-2-hydroxy-N,N-dimethylethan-1-aminium